(2-methyl-[1,1'-biphenyl]-3-yl)methyl mercaptan CC1=C(C=CC=C1CS)C1=CC=CC=C1